(E)-N-((6-cyclopropylimidazo[1,2-a]pyridin-2-yl)methylene)-2-methylpropane-2-sulfinamide C1(CC1)C=1C=CC=2N(C1)C=C(N2)\C=N\S(=O)C(C)(C)C